(3r,5r)-1-{4-chloro-2-[1-(cyclopropylmethyl)-6-(1H-indazol-5-yl)-1H-pyrrolo[2,3-b]pyridin-2-yl]-3-methylpyrazolo[1,5-a]pyridine-6-carbonyl}-5-fluoropiperidin-3-amine ClC=1C=2N(C=C(C1)C(=O)N1C[C@@H](C[C@H](C1)F)N)N=C(C2C)C2=CC=1C(=NC(=CC1)C=1C=C3C=NNC3=CC1)N2CC2CC2